C(C)OC(\N=C\1/SC=CN1C1=CC(=CC=C1)C#N)=O (Z)-(3-(3-cyanophenyl)thiazol-2(3H)-ylidene)carbamic acid ethyl ester